1,3-bis(t-butoxycarbonyl)-2-methylisothiourea C(C)(C)(C)OC(=O)NC(SC)=NC(=O)OC(C)(C)C